N1(N=CC=C1)C1=CC=C(C=C1)C=1OC(=C(N1)CN1CCC(CC1)C1=CC(=CC=C1)OC(F)(F)F)C 2-(4-(1H-pyrazol-1-yl)phenyl)-5-methyl-4-((4-(3-(trifluoromethoxy)phenyl)piperidin-1-yl)methyl)oxazole